OC=1C=NC=CC1OC 3-hydroxy-4-methoxy-pyridine